1-(3-((5-fluoro-4-(3-(2-oxopyridin-1(2H)-yl)phenyl)pyrimidin-2-yl)amino)cyclohexane-1-carbonyl)-4-hydroxypiperidin FC=1C(=NC(=NC1)NC1CC(CCC1)C(=O)N1CCC(CC1)O)C1=CC(=CC=C1)N1C(C=CC=C1)=O